(rac)-1'-(ethylcarbamoyl)-6,7-dihydro-5H-spiro[pyrazolo[1,5-a]pyridine-4,3'-pyrrolidin]-2-yl trifluoromethanesulfonate FC(S(=O)(=O)OC1=NN2C(=C1)[C@]1(CN(CC1)C(NCC)=O)CCC2)(F)F |r|